9-[3-[2-[2-[2-(2-azidoethoxy)ethoxy]ethoxy]ethoxy]-2-non-8-enoxy-propoxy]non-1-ene N(=[N+]=[N-])CCOCCOCCOCCOCC(COCCCCCCCC=C)OCCCCCCCC=C